N-((R/S)-1-(2-fluoro-3-(trifluoromethyl)phenyl)ethyl)-6-((R)-2-(methoxymethyl)morpholino)-2-methyl-8,9-dihydro-7H-cyclopenta[h]quinazolin-4-amine FC1=C(C=CC=C1C(F)(F)F)[C@@H](C)NC1=NC(=NC2=C3C(=C(C=C12)N1C[C@@H](OCC1)COC)CCC3)C |&1:11|